2-((2-Amino-5-chlorophenyl)amino)benzonitrile NC1=C(C=C(C=C1)Cl)NC1=C(C#N)C=CC=C1